4-(4-Chlorophenyl)-1-(2-fluoro-4-nitrophenyl)piperidine ClC1=CC=C(C=C1)C1CCN(CC1)C1=C(C=C(C=C1)[N+](=O)[O-])F